STILBEN C1(=CC=CC=C1)C=CC1=CC=CC=C1